ClC1=C(C=CC(=C1C)S(N[C@H](C)C1CCN(CC1)C)(=O)=O)NC(C1=C(C=CC=C1)C)=O (R)-N-(2-chloro-3-methyl-4-(N-(1-(1-methylpiperidin-4-yl)ethyl)sulfamoyl)phenyl)-2-methylbenzamide